1-hydroxy-4-methyl-6-(2,4,4-trimethylpentyl)-2(1H)-pyridone monoethanolamine salt C(O)CN.ON1C(C=C(C=C1CC(CC(C)(C)C)C)C)=O